The molecule is a member of the class of phenylacetic acids that is phenylacetic acid having a (2,6-dichlorophenyl)amino group at the 2-position and a 2-(2-oxoethoxy)ethoxy group at the 5-position. It has a role as an allergen. It is a dichlorobenzene and a member of phenylacetic acids. It derives from a diphenylamine and a phenylacetic acid. C1=CC(=C(C(=C1)Cl)NC2=C(C=C(C=C2)OCCOCC=O)CC(=O)O)Cl